ClC=1C(=NC(=NC1)N1C[C@H]([C@@H](CC1)NC1=CC=C2C(=NN(C2=C1)C)C1C(NC(CC1)=O)=O)C)NC1=CC=C2C=NN(C2=C1)CCC(C)(C)O 3-(6-(((3R,4R)-1-(5-chloro-4-((1-(3-hydroxy-3-methylbutyl)-1H-indazol-6-yl)amino)pyrimidin-2-yl)-3-methylpiperidin-4-yl)amino)-1-methyl-1H-indazol-3-yl)piperidine-2,6-dione